(R)-N-((S)-6-(4-chloropyridin-2-yl)-6,6-difluorohexan-2-yl)-2-methylpropane-2-sulfinamide ClC1=CC(=NC=C1)C(CCC[C@H](C)N[S@](=O)C(C)(C)C)(F)F